(3S)-4-(1,1-dioxo-1,4-thiazinan-4-yl)-3-[9H-fluoren-9-ylmethoxycarbonyl-(methyl)amino]-4-oxobutanoic acid O=S1(CCN(CC1)C([C@H](CC(=O)O)N(C)C(=O)OCC1C2=CC=CC=C2C=2C=CC=CC12)=O)=O